4,6-dichloro-2-(3-pyridinyl)-5-trifluoromethylpyridine ClC1=CC(=NC(=C1C(F)(F)F)Cl)C=1C=NC=CC1